C(=O)(S(=O)(=O)[O-])S(=O)(=O)[O-] carbonyl-disulfonate